C1(CC1)N1N=CC(=C1)C=1C(=CC(=NC1)NC1=NC(=NC=C1)C=1C=NN(C1)S(=O)(=O)C1CC1)C#CC=1C=NN(C1)C1CC1 (s)-N-(5-(1-Cyclopropyl-1H-pyrazol-4-yl)-4-((1-cyclopropyl-1H-pyrazol-4-yl)ethynyl)pyridin-2-yl)-2-(1-(cyclopropylsulfonyl)-1H-pyrazol-4-yl)pyrimidin-4-amine